(1S,2S)-N-(6-(5-chloro-6-fluoro-7-(1-propionylaminoethyl)-1H-indazol-4-yl)imidazo[1,2-a]pyrazin-2-yl)-2-fluorocyclopropane-1-carboxamide ClC=1C(=C2C=NNC2=C(C1F)C(C)NC(CC)=O)C=1N=CC=2N(C1)C=C(N2)NC(=O)[C@H]2[C@H](C2)F